CBZ-D-alaninol C(=O)(OCC1=CC=CC=C1)N[C@H](C)CO